CC1=C(C=C2C=C(N=CC2=C1)NC(=O)[C@@H]1[C@H](C1)C1=NC=CC=C1)N1CC[NH+](CC1)[C@@]1(COCC1)C (1S,2S)-N-[7-methyl-6-[4-((S)-3-methyltetrahydrofuran-3-yl)piperazin-4-ium-1-yl]-3-isoquinolyl]-2-(2-pyridyl)cyclopropanecarboxamide